ethyl pentynoate C(C#CCC)(=O)OCC